(Z)-2-(1-(3,5-dimethoxy-4-sulfamoylbenzylidene)-5-fluoro-2-methyl-1H-inden-3-yl)-N-((6-methylpyridin-2-yl)methyl)acetamide COC=1C=C(\C=C/2\C(=C(C3=CC(=CC=C23)F)CC(=O)NCC2=NC(=CC=C2)C)C)C=C(C1S(N)(=O)=O)OC